6-((2,6-dimethylpyrimidin-4-yl)amino)-N-(methyl-d3)-4-((5-methyl-1-oxo-1,2,3,3a,4,5-hexahydropyrrolo[1,2-a]quinoxalin-6-yl)amino)nicotinamide CC1=NC(=CC(=N1)NC1=NC=C(C(=O)NC([2H])([2H])[2H])C(=C1)NC1=C2N(CC3N(C2=CC=C1)C(CC3)=O)C)C